1,4-thiazine-6-carboxamide S1CC=NC=C1C(=O)N